3-methyl-2-[7-[(1-methyl-4-piperidyl)methyl]-5,6-dihydropyrrolo[2,3-c]pyridazin-3-yl]-5-(trifluoromethyl)phenol CC=1C(=C(C=C(C1)C(F)(F)F)O)C1=CC2=C(N=N1)N(CC2)CC2CCN(CC2)C